N-[[6-(2-Methylanilino)-2-pyridyl]sulfonyl]-2-(2,2,4-trimethylpyrrolidin-1-yl)pyridin-3-carboxamid CC1=C(NC2=CC=CC(=N2)S(=O)(=O)NC(=O)C=2C(=NC=CC2)N2C(CC(C2)C)(C)C)C=CC=C1